C(CCCC(=O)OCN1C(C=CC2=CC=C(C=C12)OCCCCN1CCN(CC1)C1=CC=CC=2SC=CC21)=O)(=O)OCN2C(C=CC1=CC=C(C=C21)OCCCCN2CCN(CC2)C2=CC=CC=1SC=CC12)=O bis((7-(4-(4-(benzo[b]thiophen-4-yl)piperazin-1-yl)butoxy)-2-oxoquinolin-1(2H)-yl)methyl) glutarate